ClC1=C(OC=2C=CC(=C(C2)S(=O)(=O)NC2(CC2)C(=O)NC)O)C(=CC(=C1)N1N=C(C(NC1=O)=O)C(F)F)Cl 1-[[5-[2,6-dichloro-4-[6-(difluoromethyl)-3,5-dioxo-1,2,4-triazin-2-yl]phenoxy]-2-hydroxy-phenyl]sulfonylamino]-N-methyl-cyclopropanecarboxamide